N1N=CC(=C1)C1=C(C#N)C=CC=C1 (1H-pyrazol-4-yl)benzonitrile